ClC=1C=C(C=C(C1)Cl)C=1N=C(NC1C)C1=CSC=C1 4-(3,5-dichlorophenyl)-5-methyl-2-(3-thienyl)imidazole